FC(F)(F)C1=C(C=CC(=C1)N)C1=CC=C(C=C1)N trifluoromethyl-4,4'-diaminobiphenyl